ClC=1C=C(C=C(C1)Cl)C1=CC(=CC(=C1)CN1CCC(CC1)CNC(C)=O)CN1CCC(CC1)CNC(C)=O N,N'-((((3',5'-dichloro-[1,1'-biphenyl]-3,5-diyl)bis(methylene))bis(piperidine-1,4-diyl))bis(methylene))diacetamide